tetraethyleneglycol di(methyl)acrylate CC(=CC(=O)OCCOCCOCCOCCO)C